pyrido[2,3-b][1,4]oxazin N=1C2=C(OCC1)N=CC=C2